ICC(CC)I 1,2-diiodobutane